5-(p-chlorophenyl)-6-{1-[(o-fluorophenyl)methyl]-1H-pyrazol-4-yl}-4-pyrimidinylamine ClC1=CC=C(C=C1)C=1C(=NC=NC1C=1C=NN(C1)CC1=C(C=CC=C1)F)N